BrC=1C=C(C=CC1)C1=NN=C2N1C1=CC(=C(C=C1C(=N2)NC)F)F (3-bromophenyl)-7,8-difluoro-N-methyl-[1,2,4]triazolo[4,3-a]quinazolin-5-amine